Methyl (2S,4R)-4-[({2-[(1R,3R)-1-acetoxy-3-{[(2S)-2-amino-4,4,4-trifluorobutanoyl](methyl)amino}-4-methylpentyl]-1,3-thiazol-4-yl}carbonyl)amino]-2-methyl-5-phenylpentanoate C(C)(=O)O[C@H](C[C@H](C(C)C)N(C)C([C@H](CC(F)(F)F)N)=O)C=1SC=C(N1)C(=O)N[C@H](C[C@@H](C(=O)OC)C)CC1=CC=CC=C1